2-[(3R)-3-methylmorpholin-4-yl]-8-{1-[tetrahydro-2H-pyran-2-yl]-1H-pyrazol-5-yl}-1,7-naphthyridin-4-yl trifluoromethanesulfonate FC(S(=O)(=O)OC1=CC(=NC2=C(N=CC=C12)C1=CC=NN1C1OCCCC1)N1[C@@H](COCC1)C)(F)F